N1(CCC[C@H]2CCCC[C@H]12)C([C@@H](CS(=O)(=O)C)N(CC1=C(C=C(C=C1)OC)OC)C1CC1)=O (2S)-1-[(4aR,8aS)-decahydroquinolin-1-yl]-2-{cyclopropyl[(2,4-dimethoxyphenyl)methyl]amino}-3-methanesulfonylpropan-1-one